(E)-ethyl (2-cyano-2-(2-(3,5-dichloro-4-((3-methyl-1H-indazol-5-yl)oxy)phenyl)hydrazono)acetyl)carbamate C(#N)\C(\C(=O)NC(OCC)=O)=N/NC1=CC(=C(C(=C1)Cl)OC=1C=C2C(=NNC2=CC1)C)Cl